palladium-oxide [Pd]=O